7-(chloromethyl)-3-ethyl-8-fluoroquinazoline-2,4(1H,3H)-dione ClCC1=CC=C2C(N(C(NC2=C1F)=O)CC)=O